2-(5-(2-(methylamino)ethyl)-1,3,4-oxadiazol-2-yl)-N-(4-(trifluoromethyl)phenyl)aniline CNCCC1=NN=C(O1)C1=C(NC2=CC=C(C=C2)C(F)(F)F)C=CC=C1